FC(OC1=CC=CC2=C1NC=N2)(F)F 7-(trifluoromethoxy)-1H-benzo[d]imidazole